C(C)(C)(C)[SiH2]OC([C@H]1N(CCNC1)C(=O)O)(C)C (S)-2-(tert-butyl-dimethyl-silanyloxymethyl)-piperazine-1-carboxylic acid